N-((2R,3S)-3-amino-2-hydroxy-4-phenylbutyl)-N-((R)-2-hydroxypropyl)-4-nitrobenzenesulfonamide N[C@H]([C@@H](CN(S(=O)(=O)C1=CC=C(C=C1)[N+](=O)[O-])C[C@@H](C)O)O)CC1=CC=CC=C1